N-((3-fluoropyridin-2-yl)methyl)-2-(2-((2-(1-methyl-1H-benzo[d]imidazol-2-yl)ethyl)amino)ethyl)oxazolo[4,5-c]pyridin-4-amine formate C(=O)O.FC=1C(=NC=CC1)CNC1=NC=CC2=C1N=C(O2)CCNCCC2=NC1=C(N2C)C=CC=C1